2-(2-(ethylsulfonyl)pyrazolo[1,5-a]pyrimidin-3-yl)-3-methyl-6-(trifluoromethyl)-3H-imidazo[4,5-c]pyridine C(C)S(=O)(=O)C1=NN2C(N=CC=C2)=C1C1=NC2=C(C=NC(=C2)C(F)(F)F)N1C